Methyl (R)-3-amino-3-(4-fluorophenyl)propanoate N[C@H](CC(=O)OC)C1=CC=C(C=C1)F